methyl 3-(5-{2',5,7-tri-methyl-1H,2'H-[3,4'-biindazol]-1-yl}pyridin-2-yl)-3-azabicyclo[3.1.0]hex-ane-6-carboxylate CN1N=C2C=CC=C(C2=C1)C1=NN(C2=C(C=C(C=C12)C)C)C=1C=CC(=NC1)N1CC2C(C2C1)C(=O)OC